2-((8S,9S,10R,13S,14S,17R)-17-hydroxy-10,13-dimethyl-3,11-dioxo-2,3,6,7,8,9,10,11,12,13,14,15,16,17-tetradecahydro-1H-cyclopenta[a]phenanthren-17-yl)-2-oxoethyl 6-aminohexanoate NCCCCCC(=O)OCC(=O)[C@]1(CC[C@H]2[C@@H]3CCC4=CC(CC[C@@]4([C@H]3C(C[C@]12C)=O)C)=O)O